NC=1C(C2=CC=CC(=C2C(C1Cl)=O)Cl)=O 2-amino-3-chloro-5-chloro-1,4-naphthoquinone